6-(2-hydroxypropane-2-yl)pyridin-3-ol OC(C)(C)C1=CC=C(C=N1)O